10H-indolo[3,2-b]quinolone-11-carboxylic acid amide C1(C=2C(=C3C(=NC2C=CC1)C1=CC=CC=C1N3)C(=O)N)=O